tert-butyl 4-fluoro-3-(pyridin-4-yl)piperidine-1-carboxylate FC1C(CN(CC1)C(=O)OC(C)(C)C)C1=CC=NC=C1